2-(4-((7-Chloroquinoxalin-2-yl)amino)phenoxy)propanoic acid ClC1=CC=C2N=CC(=NC2=C1)NC1=CC=C(OC(C(=O)O)C)C=C1